Adenosine 5'-phosphate P(=O)(O)(O)OC[C@@H]1[C@H]([C@H]([C@@H](O1)N1C=NC=2C(N)=NC=NC12)O)O